5-(di-tert-butylphosphino)-1',3',5'-triphenyl-1'H-[1,4]bipyrazole C(C)(C)(C)P(C1=CC=NN1C=1C(=NN(C1C1=CC=CC=C1)C1=CC=CC=C1)C1=CC=CC=C1)C(C)(C)C